C(#N)C1=CC=C2C=3C(C4=C(C(C3NC2=C1)(C)C)C=C(C(=C4)CC)N4CCN(CC4)C(CCC(=O)OC(C)(C)C)=O)=O tert-butyl 4-(4-{3-cyano-9-ethyl-6,6-dimethyl-11-oxo-5H,6H,11H-benzo[b]carbazol-8-yl}piperazin-1-yl)-4-oxobutanoate